OC1=CC2=NC3=C(C=CC(=C3N=C2C=C1O)Br)Br 2,3-dihydroxy-6,9-dibromophenazine